ClC1=C(C(=CC(=C1)[N+](=O)[O-])Cl)OC1=C(C=C(C=C1)Cl)OC 1,3-dichloro-2-(4-chloro-2-methoxyphenoxy)-5-nitrobenzene